tert-butyl 4-(6-(4-chlorobenzylamino)-2-(methylsulfonyl)pyrimidin-4-yl)piperazine-1-carboxylate ClC1=CC=C(CNC2=CC(=NC(=N2)S(=O)(=O)C)N2CCN(CC2)C(=O)OC(C)(C)C)C=C1